O1C(OCC1)CCCOC1=CC=C(C=C1)N1C(N(C(CC1)=O)CC1=CC=C(C=C1)OC)=O 1-(4-(3-(1,3-Dioxolan-2-yl)propoxy)phenyl)-3-(4-methoxybenzyl)dihydropyrimidine-2,4(1H,3H)-dione